N1(CCNCC1)C1=NC=NC=C1 4-(piperazin-1-yl)pyrimidine